Boc-L-aspartic acid 1-methyl ester COC([C@@H](NC(=O)OC(C)(C)C)CC(=O)O)=O